Europium trioxid [O-2].[O-2].[O-2].[Eu+3].[Eu+3]